O1CCN(CC1)CC(=O)N1CCC2(C(C2)CNC(=O)C2=CC=3C(=CN=CC3)O2)CC1 N-[[6-(2-morpholinoacetyl)-6-azaspiro[2.5]octan-2-yl]methyl]furo[2,3-c]pyridine-2-carboxamide